C(C)(C)(C)OC(=O)N1[C@@H](CCCC1)C=1NC(=C(N1)C1=CC=C(C=C1)C(=O)OCC)C(=O)OCC (S)-2-(5-(ethoxycarbonyl)-4-(4-(ethoxycarbonyl)phenyl)-1H-imidazol-2-yl)piperidine-1-carboxylic acid tert-butyl ester